P(O)OPO.C(C)(C)(C)C=1C(=C(C=CC1)C1=CC=CC=2C3=CC=CC=C3C12)C(C)(C)C (di-t-butylphenyl)-biphenylene diphosphonite